tert-Butyl (4-(5-chloro-3-((2S,3R)-3-((dimethylamino)methyl)-2-methylpyrrolidin-1-yl)-7,9-dihydrofuro[3,4-f]quinazolin-6-yl)-3-cyano-7-fluorothieno[3,2-c]pyridin-2-yl)carbamate ClC1=C(C2=C(C=3C=NC(=NC13)N1[C@H]([C@H](CC1)CN(C)C)C)COC2)C2=NC=C(C1=C2C(=C(S1)NC(OC(C)(C)C)=O)C#N)F